BrC1=C(C=C2C=NNC2=C1)OC1=C(C=CC=C1C)C 6-bromo-5-(2,6-dimethylphenoxy)-1H-indazole